C(=O)(O)CCS(=O)(=O)S[C] (2-carboxyethyl)sulfonyl-thiocarbon